BrC=1C=C2N3C[C@@H](CCCOC=4N(N=CC4C=4C(N(C=C(C(NC3=NC2=CC1)=O)C4)C)=O)C)C (11R)-16-Bromo-5,11,26-trimethyl-7-oxa-4,5,13,20,22,26-hexaazapentacyclo[22.3.1.0^{2,6}.0^{13,21}.0^{14,19}]octacosa-1(28),2(6),3,14,16,18,20,24-octaene-23,27-dione